aluminum tin salt [Sn].[Al]